N1N=NC2=C1C=C(C=C2)B(O)O 1H-1,2,3-BENZOTRIAZOL-6-YLBORONIC ACID